The molecule is a beta-D-glucoside in which the anomeric position is substituted by a 4-hydroxyphenoxy residue and the positions 2 and 6 are substituted by [(2Z)-3-(2-hydroxy-5-methoxyphenyl)prop-2-enoyl]oxy residues. Isolated from Grevillea, it exhibits antimalarial activity. It has a role as a metabolite and an antimalarial. It is a beta-D-glucoside, an enoate ester, a monosaccharide derivative, a polyphenol and an aromatic ether. COC1=CC(=C(C=C1)O)/C=C\\C(=O)OC[C@@H]2[C@H]([C@@H]([C@H]([C@@H](O2)OC3=CC=C(C=C3)O)OC(=O)/C=C\\C4=C(C=CC(=C4)OC)O)O)O